4-oxo-7-(trifluoromethyl)-4H-chromene-2-carboxylic acid ethyl ester C(C)OC(=O)C=1OC2=CC(=CC=C2C(C1)=O)C(F)(F)F